SCCC[SiH2]C(OC)OC 3-mercaptopropyl-dimethoxymethylsilane